FC1=C(C(=C(C(=C1F)F)F)F)CCCCCN 2,3,4,5,6-pentafluorobenzenepentanamine